FC1=C(C=CC(=C1)S(=O)(=O)C)N(C1=NC(=C(C(=N1)NC1=NNC(=C1)C)OC)C1=NN(C=C1)C)C N2-(2-fluoro-4-(methylsulfonyl)phenyl)-5-methoxy-N2-methyl-6-(1-methyl-1H-pyrazol-3-yl)-N4-(5-methyl-1H-pyrazol-3-yl)pyrimidine-2,4-diamine